N-(phenylsulfonylmethyl)p-toluenesulfonamide Methyl-3-cyano-2-(2,3-difluoro-6-(3-fluoro-1-methyl-1H-pyrazol-4-yl)phenyl)imidazo[1,2-a]pyridine-7-carboxylate COC(=O)C1=CC=2N(C=C1)C(=C(N2)C2=C(C(=CC=C2C=2C(=NN(C2)C)F)F)F)C#N.C2(=CC=CC=C2)S(=O)(=O)CNS(=O)(=O)C2=CC=C(C)C=C2